ethyl 4-amino-2-chloro-pyrimidine-5-carboxylate NC1=NC(=NC=C1C(=O)OCC)Cl